N-((1R)-1-(3-(4-(4-(2-(2,6-dioxopiperidin-3-yl)-1-oxoisoindolin-5-yl)piperazin-1-yl)butoxy)phenyl)ethyl)-3-((4-methyl-5-(pyrimidin-4-yl)-4H-1,2,4-triazol-3-yl)methylamino)benzamide O=C1NC(CCC1N1C(C2=CC=C(C=C2C1)N1CCN(CC1)CCCCOC=1C=C(C=CC1)[C@@H](C)NC(C1=CC(=CC=C1)NCC1=NN=C(N1C)C1=NC=NC=C1)=O)=O)=O